tert-butyl (2R)-2-acetyl-octahydroindole-1-carboxylate C(C)(=O)[C@@H]1N(C2CCCCC2C1)C(=O)OC(C)(C)C